3-acetamido-4-oxo-tetrahydropyrrole-1-carboxylic acid tert-butyl ester C(C)(C)(C)OC(=O)N1CC(C(C1)=O)NC(C)=O